4-fluoro-6-[(5-methoxypyridin-2-yl)methoxy]-2-(1-methyl-6-oxo-1,6-dihydropyridazin-3-yl)-2,3-dihydro-1H-isoindol-1-one FC1=C2CN(C(C2=CC(=C1)OCC1=NC=C(C=C1)OC)=O)C1=NN(C(C=C1)=O)C